1-(2,4-dimethyl-5-nitro-phenyl)-3-prop-2-ynoxy-pyrrolidin-2-one CC1=C(C=C(C(=C1)C)[N+](=O)[O-])N1C(C(CC1)OCC#C)=O